4-((3s,5s)-3-((t-butoxycarbonyl)amino)-5-methoxypiperidin-1-yl)-5-fluoro-2,3-dimethyl-1H-indole-7-carboxylic acid C(C)(C)(C)OC(=O)N[C@@H]1CN(C[C@H](C1)OC)C1=C2C(=C(NC2=C(C=C1F)C(=O)O)C)C